O(C1=CC=CC=C1)C=1C=C2C(=CNC2=CC1)NC(OC(C)(C)C)=O tert-Butyl N-(5-phenoxy-1H-indol-3-yl)carbamate